3-(1,3-dimethylpyrazol-4-yl)-6,7-dihydro-5H-pyrrolo[4,3-b]pyrazin-5-one CN1N=C(C(=C1)C=1N=C2C(=NC1)CNC2=O)C